CC(C=C)(CCC=C(C)C)O 3,7-dimethyl-1,6-octadiene-3-ol